ClC=1C=C(C=C(C1)Cl)NC(NC1=C(C(=O)NCCCO)C=CC(=C1)OC(F)(F)F)=O 2-[3-(3,5-dichlorophenyl)ureido]-4-trifluoromethoxy-N-(3-hydroxy-propyl)benzamide